N2-(3-methoxy-4-(4-methylpiperazin-1-yl)phenyl)-N4-(6-methyl-2,2'-bipyridin-3-yl)pyrimidine-2,4-diamine COC=1C=C(C=CC1N1CCN(CC1)C)NC1=NC=CC(=N1)NC=1C(=NC(=CC1)C)C1=NC=CC=C1